(S)-N-(1-cyanocyclopropyl)-5-(4-(4-fluoropyrazolo[1,5-a]pyridin-2-yl)-1,4,6,7-tetrahydro-5H-imidazo[4,5-c]pyridin-5-yl)pyrazine-2-carboxamide C(#N)C1(CC1)NC(=O)C1=NC=C(N=C1)N1[C@@H](C2=C(CC1)NC=N2)C2=NN1C(C(=CC=C1)F)=C2